2-mercapto-5-phenyl-1,3,4-oxadiazole SC=1OC(=NN1)C1=CC=CC=C1